ClC1=C(C=C(C(=C1)F)N1N=NN(C1=O)CCCF)NS(=O)(=O)CC N-{2-chloro-4-fluoro-5-[4-(3-fluoropropyl)-4,5-dihydro-5-oxo-1H-tetrazol-1-yl]phenyl}ethanesulfonamide